C(C1=CC=CC=C1)OC=1C(C(=CN2C1C(N1[C@H](CCC([C@H]2C1)(C[N+](=O)[O-])CC(=O)OCC)C)=O)C(NCC1=C(C=C(C=C1F)F)F)=O)=O ethyl 2-((3S,7S)-12-(benzyloxy)-3-methyl-6-(nitromethyl)-1,11-dioxo-10-((2,4,6-trifluorobenzyl)carbamoyl)-1,4,5,6,7,11-hexahydro-3H-2,7-methanopyrido[1,2-a][1,4]diazonin-6-yl)acetate